C(C)(C)(C)C1=CC(=NN1CC1CN(CC1)CCF)NC=1N(C=2C(=NC=C(C2C)OC2=CC(=NC=C2)NC(C)=O)N1)C N-(4-((2-((5-(tert-butyl)-1-((1-(2-fluoroethyl)pyrrolidin-3-yl)methyl)-1H-pyrazol-3-yl)amino)-1,7-dimethyl-1H-imidazo[4,5-b]pyridin-6-yl)oxy)pyridin-2-yl)acetamide